C(C)(C)(C)OC(=O)N[C@H](C(=O)OC(C)(C)C)CC1=CC(=C(C=C1)\N=C/1\C(=NSS1)Cl)O tert-butyl (S,Z)-2-((tert-butoxycarbonyl)amino)-3-(4-((4-chloro-5H-1,2,3-dithiazol-5-ylidene)amino)-3-hydroxyphenyl)propanoate